(1S,2S)-2-fluoro-N-(6-(4-methylpyridin-3-yl)thiazolo[4,5-b]pyridin-2-yl)cyclopropane-1-carboxamide F[C@@H]1[C@@H](C1)C(=O)NC=1SC=2C(=NC=C(C2)C=2C=NC=CC2C)N1